Triazolo[1,5-a]Pyridineid N1=N[C-]=C2N1C=CC=C2